The molecule is a member of the class of quinazolines that is 5-fluoro-3-phenylquinazolin-4-one in which the hydrogen at position 2 is replaced by a (1S)-1-(3H-purin-6-ylamino)propyl group. used for for the treatment of refractory indolent non-Hodgkin's lymphoma and relapsed chronic lymphocytic leukemia. It has a role as an antineoplastic agent, an apoptosis inducer and an EC 2.7.1.137 (phosphatidylinositol 3-kinase) inhibitor. It is a member of purines, an organofluorine compound, a member of quinazolines, an aromatic amine and a secondary amino compound. CC[C@@H](C1=NC2=C(C(=CC=C2)F)C(=O)N1C3=CC=CC=C3)NC4=NC=NC5=C4NC=N5